C(C1=CC=CC=C1)(C1=CC=CC=C1)N1CC(C1)=CCN1C(C2=CC=CC=C2C1=O)=O 2-(2-(1-benzhydrylazetidin-3-ylidene)ethyl)isoindoline-1,3-dione